(2S,3R,4S,SR)-4-[[3-[2-(difluoromethoxy)-3,4-difluoro-phenyl]-4,5-dimethyl-5-(trifluoromethyl)tetrahydrofuran-2-carbonyl]amino]-5-methyl-pyridine-2-carboxamide FC(OC1=C(C=CC(=C1F)F)[C@@H]1[C@H](O[C@@]([C@H]1C)(C(F)(F)F)C)C(=O)NC1=CC(=NC=C1C)C(=O)N)F |&1:14|